C(=O)N1CCN(CC1)C=O Diformyl-piperazin